pyrazolopyrazolyl-molybdenum (iv) N1=NC(=C2C1=CN=N2)[Mo+3]